CN(C(CN1N=CC(=C1)[N+](=O)[O-])=O)C1=CC=C(C=C1)OC1=CC=C(C=C1)C N-methyl-2-(4-nitro-1H-pyrazol-1-yl)-N-(4-(p-tolyloxy)phenyl)acetamide